C(#N)C=1C=CC2=C(N(C(=N2)NC([C@H](C(C)(C)C)C)=O)C2=CC(=NO2)C)C1 (S)-N-(6-cyano-1-(3-methylisoxazol-5-yl)-1H-benzo[d]imidazol-2-yl)-2,3,3-trimethylbutanamide